C(C(=C)C)(=O)NCCOC(C(=C)C)=O N,O-bis-methacryloyl-ethanolamine